O=C1C[C@@H](N(CC1)C(=O)OC(C)(C)C)C(=O)OC |r| (±)-1-(tert-Butyl) 2-methyl (R)-4-oxopiperidine-1,2-dicarboxylate